[4-(5-Hydroxypyridin-2-yl)-piperazin-1-yl]-(1H-pyrrolo[2,3-b]pyridin-3-yl)-methanone OC=1C=CC(=NC1)N1CCN(CC1)C(=O)C1=CNC2=NC=CC=C21